BrC1=NC=C(C=N1)OCCCC(=O)OC(C)(C)C tert-Butyl 4-((2-bromopyrimidin-5-yl)oxy)butanoate